CN(CCOC=1C(N(C2=CC(=C(C=C2N1)C1=CC(=CC2=CC=CC=C12)O)F)CC1C(NC1)=O)=O)C 3-((3-(2-(dimethylamino)ethoxy)-7-fluoro-6-(3-hydroxynaphthalen-1-yl)-2-oxoquinoxalin-1(2H)-yl)methyl)azetidinone